C(C1=CC=CC=C1)C1CC(N(C1)CC1(C(CN(CC1)C(=O)OC(C)(C)C)(C)C)O)=O tert-Butyl 4-((4-benzyl-2-oxopyrrolidin-1-yl)methyl)-4-hydroxy-3,3-dimethylpiperidine-1-carboxylate